O=C(CCC(=O)O)C=1C=NC=CC1 4-oxo-4-(3-pyridyl)butyric acid